C(C(C)C)OC([C@H]1N(CC(C1)OC(=O)NC1=CC=CC=C1)C)=O 1-Methyl-4-phenylaminocarbonyl-oxy-proline-isobutylester